[Pd](=[Se])(=[Se])(=[Se])=[Se] palladium tetraselenide